O=C1NC(CCC1N1C(C2=CC=CC(=C2C1)NCCOCCOCCOCCOCCOCCC(=O)O)=O)=O 1-((2-(2,6-dioxopiperidin-3-yl)-1-oxoisoindolin-4-yl)amino)-3,6,9,12,15-pentaoxaoctadecane-18-oic acid